2-ethyl-1-[8-methoxy-9-(1-methylpyrazol-3-yl)-1-(2-thienyl)-5,6-dihydropyrrolo[2,1-a]isoquinoline-3-carbonyl]pyrrolidine-2-carboxamide C(C)C1(N(CCC1)C(=O)C1=CC(=C2N1CCC1=CC(=C(C=C21)C2=NN(C=C2)C)OC)C=2SC=CC2)C(=O)N